C(C1=CC=CC=C1)N1C(C2(C(C1=O)C1=CC=CC=C1)CCN(CC2)C([C@@H](C(C)C)NC(C2=C(C=CC(=C2)C(F)(F)F)F)=O)=O)=O N-((2R)-1-(2-benzyl-1,3-dioxo-4-phenyl-2,8-diazaspiro[4.5]decan-8-yl)-3-methyl-1-oxobutan-2-yl)-2-fluoro-5-(trifluoromethyl)benzamide